CC(CC(NC1=CC=CC=C1)=O)CCCCCCC 3-methyl-N-phenylcapramide